N-Valyl-N-ethyl-3-phenylbicyclo[2.2.1]heptan-2-amine N[C@@H](C(C)C)C(=O)N(C1C2CCC(C1C1=CC=CC=C1)C2)CC